C1(CC1)C(CNC1=C(C=C2CNC(C2=C1)=O)C)=C=O 6-((2-cyclopropyl-2-carbonylethyl)amino)-5-methylisoindoline-1-one